BrC1=CC2=C(NC(O2)=O)C=C1NN 6-bromo-5-hydrazinobenzo[d]oxazol-2(3H)-one